(+-)-1-(2,6-dichlorobenzyl)-N-(2-methyl-1-oxo-2,4,5,6-tetrahydro-1H-benzo[f][1,2,4]triazolo[4,3-a]azepin-4-yl)-1H-1,2,4-triazole-3-carboxamide ClC1=C(CN2N=C(N=C2)C(=O)N[C@H]2C=3N(C4=C(CC2)C=CC=C4)C(N(N3)C)=O)C(=CC=C1)Cl |r|